4-(3-methylphenyl)aminopyridine-3-sulfonamide CC=1C=C(C=CC1)NC1=C(C=NC=C1)S(=O)(=O)N